L-3-aminopyridazine NC=1N=NC=CC1